1-(5-{[5-(methylsulfanyl)-1,3,4-thiadiazol-2-yl]carbamoyl}-1,3,4-oxadiazol-2-yl)piperidine-3-carboxylic acid CSC1=NN=C(S1)NC(=O)C1=NN=C(O1)N1CC(CCC1)C(=O)O